C(C)(C)C1=CC2=C(C(NCC23CC3)=O)N1C(=O)OC(C)(C)C Tert-butyl 2'-isopropyl-7'-oxo-6',7'-dihydrospiro[cyclopropane-1,4'-pyrrolo[2,3-c]pyridine]-1'(5'H)-carboxylate